FC1=CC=C(C=C1)C(N1C[C@@H](N(C[C@H]1CC)C=1C2=C(N=C(N1)NN)N(N=N2)C[C@H]2OCCC2)C)C2=CC=C(C=C2)F 7-((2S,5R)-4-(Bis(4-fluorophenyl)methyl)-5-ethyl-2-methylpiperazin-1-yl)-5-hydrazineyl-3-(((S)-tetrahydrofuran-2-yl)methyl)-3H-[1,2,3]triazolo[4,5-d]pyrimidine